FC1=CC=C(C=C1)C1=C(C(NC2=CC3=C(C=C12)C=NN3)=O)C(=O)O 5-(4-fluorophenyl)-7-oxo-1,8-dihydropyrazolo[4,3-g]Quinoline-6-carboxylic acid